2-(4-trifluoromethoxy-phenoxy)acetaldehyde FC(OC1=CC=C(OCC=O)C=C1)(F)F